CC1(OB(OC1(C)C)C1=C(C=CC=C1)CCCO)C 3-[2-(4,4,5,5-tetramethyl-[1,3,2]dioxaborolan-2-yl)-phenyl]-propan-1-ol